COCOC(C)C 2-(methoxymethoxy)propane